OC1[C@H]2[C@@H]3CC[C@H](C(CO)=O)[C@]3(CC([C@@H]2[C@]2(C=CC(C=C2C1)=O)C)=O)C 7,21-dihydroxypregna-1,4-diene-3,11,20-trione